C(C)(C)(C)OC(=O)N(CC(=O)OC(C)(C)C)CC1=C(C=C(C=C1)C=1N=NC=NN1)F tert-butyl 2-((tert-butoxycarbonyl)(2-fluoro-4-(1,2,4,5-tetrazin-3-yl)benzyl)amino)acetate